C1(CC1)OC1=C(C(=C(NC=2C3=C(N=CN2)C=CC(=N3)O[C@@H]3CN(CC3)C(=O)OC(C)(C)C)C=C1)F)F tert-butyl (3S)-3-[4-[4-(cyclopropoxy)-2,3-difluoro-anilino]pyrido[3,2-d]pyrimidin-6-yl]oxypyrrolidine-1-carboxylate